NC1=C(C=C(C=C1)/C=C/C(=O)OCC)Cl ethyl (E)-3-(4-amino-3-chlorophenyl)acrylate